C1(CC1)C1=NN(C(=C1C(F)(F)F)C(=O)NC=1C=NC=C(C1)SC)CC1(CC(C1)(F)F)C 3-Cyclopropyl-1-((3,3-difluoro-1-methylcyclobutyl)methyl)-N-(5-(methylthio)pyridin-3-yl)-4-(trifluoromethyl)-1H-pyrazole-5-carboxamide